CN(C1=C(C=C2N(C(C=3N(C2=C1)N=CC3)=O)CC)C(=O)NCC=3C=NC=NC3)C 8-(dimethylamino)-5-ethyl-4-oxo-N-(pyrimidin-5-ylmethyl)-4,5-dihydropyrazolo[1,5-a]quinoxaline-7-carboxamide